C(C)(C)(C)OC(CNC[C@@H]([C@@H]([C@H]([C@H](C)O)OCC1=CC=CC=C1)OCC1=CC=CC=C1)OCC1=CC=CC=C1)=O ((2S,3S,4S,5S)-2,3,4-tris(benzyloxy)-5-hydroxyhexyl)glycine tert-butyl ester